C1(CC1)CON=C(NC(CC1=CC=CC=C1)=O)C1=C(C(=CC=C1OC(F)F)F)F N-(cyclopropylmethoxyimino-(6-difluoromethoxy-2,3-difluorophenyl)methyl)-2-phenylacetamide